OCCN1C=C(C2=CC=CC=C12)C=O (2-hydroxyethyl)-1H-indole-3-carbaldehyde